COC1=C(C=CC=C1)C=1C=CC=2N(C1)C(N(N2)C2=NC=CC=C2)=O 6-(2-methoxyphenyl)-2-(pyridin-2-yl)-[1,2,4]triazolo[4,3-a]pyridin-3(2H)-one